C(C)(C)(C)OC(=O)NCCN1CCN(CC1)CCN1N=C2C=CC=C(C2=C1)C=1C=C(O[C@H]2C[C@H](N(C2)C(=O)C=2C=NN(C2)C2=C(C=C(C=C2)F)Cl)C(=O)OC)C=CC1 methyl (2S,4S)-4-[3-[2-[2-[4-[2-(tert-butoxycarbonylamino)ethyl]piperazin-1-yl]ethyl]indazol-4-yl]phenoxy]-1-[1-(2-chloro-4-fluoro-phenyl)pyrazole-4-carbonyl]pyrrolidine-2-carboxylate